FC(C1CCC(CC1)CN1C=CC2=CC(=CC=C12)NC(C=C)=O)(F)F N-(1-((4-(trifluoromethyl)cyclohexyl)methyl)-1H-indol-5-yl)acrylamide